6-Bromo-7-fluoro-1-methyl-2H-3,1-benzoxazine-2,4(1H)-dione BrC=1C(=CC2=C(C(OC(N2C)=O)=O)C1)F